(3R)-3-methyl-3-[5-[2-[4-(trifluoromethyl)anilino]-3-pyridinyl]tetrazol-2-yl]pyrrolidin-2-one C[C@@]1(C(NCC1)=O)N1N=C(N=N1)C=1C(=NC=CC1)NC1=CC=C(C=C1)C(F)(F)F